(9H-fluoren-9-yl)methyl (S)-(1-cyclopropyl-3-oxopropan-2-yl)carbamate C1(CC1)C[C@@H](C=O)NC(OCC1C2=CC=CC=C2C=2C=CC=CC12)=O